CC1=NC=C(C(=C1)C1=CC=2N(C=C1)N=C(C2)NC2=NC(=NC=C2)C)OC2C[C@H]1COC[C@@H](C2)N1C 5-[2-methyl-5-[[(1R,5S,7s)-9-methyl-3-oxa-9-azabicyclo[3.3.1]nonan-7-yl]oxy]-4-pyridyl]-N-(2-methylpyrimidin-4-yl)pyrazolo[1,5-a]pyridin-2-amine